3-Methyl-13-(morpholine-4-carbonyl)-9-[2-(trifluoromethyl)phenyl]-16-thia-2,4,5,8-tetraazatetracyclo[8.6.0.02,6.011,15]hexadeca-1(10),3,5,11(15)-tetraene CC=1N2C=3SC=4CC(CC4C3C(NCC2=NN1)C1=C(C=CC=C1)C(F)(F)F)C(=O)N1CCOCC1